ClC1=C(C(=O)N2COC3=C(C2)C=CC=C3C3=CC(=C(C(=O)O)C=C3)N3CCOCC3)C(=CC(=C1)N1CCN(CC1)C(C)C)Cl 4-[3-[2,6-Dichloro-4-(4-propan-2-ylpiperazin-1-yl)benzoyl]-2,4-dihydro-1,3-benzoxazin-8-yl]-2-morpholin-4-ylbenzoic acid